1-[3-[4-[[4-(2-methoxyethyl)piperazin-1-yl]methyl]phenyl]-4-oxo-1H-indeno[1,2-c]pyrazol-5-yl]-3-morpholin-4-ylurea COCCN1CCN(CC1)CC1=CC=C(C=C1)C=1C2=C(NN1)C1=CC=CC(=C1C2=O)NC(=O)NN2CCOCC2